COC1=CC(=C(C=C1NC1=NC=NC(=C1)N1OCC[C@@H]1C1=C(C(=CC=C1F)F)F)NC(C=C)=O)N1CCC(CC1)N1C[C@@H](OCC1)C N-(4-methoxy-2-(4-((S)-2-methylmorpholino)piperidine-1-yl)-5-((6-((R)-3-(2,3,6-trifluorophenyl)-isoxazolidine-2-yl)pyrimidine-4-yl)amino)phenyl)acrylamide